N'-(2-(4-isobutylphenyl)propanoyl)-[1,1'-biphenyl]-4-sulfonohydrazide C(C(C)C)C1=CC=C(C=C1)C(C(=O)NNS(=O)(=O)C1=CC=C(C=C1)C1=CC=CC=C1)C